2-(6-methyl-2-(p-tolyl)imidazo[1,2-a]pyridin-3-yl)acetic acid CC=1C=CC=2N(C1)C(=C(N2)C2=CC=C(C=C2)C)CC(=O)O